CC1(OB(OC1(C)C)C1=CCC2(CC2)CC1)C 4,4,5,5-tetramethyl-2-(spiro[2.5]oct-5-en-6-yl)-1,3,2-dioxaborolane